CC(=CC(=O)OC(C=C(C)C)=O)C 3-Methylcrotonic anhydride